FC(CC(=O)NC1=C(C(=CC=C1)C)C=O)(F)F 3,3,3-trifluoro-N-(2-formyl-3-methylphenyl)propanamide